C(#N)C1=NC2=CC(=CC(=C2N=C1N1C2(CC(C1)(C2)C)COC)[C@@H](C)NC2=C(C(=O)O)C=CC=C2)C (R)-2-((1-(2-cyano-3-(1-(methoxy-methyl)-4-methyl-2-azabicyclo-[2.1.1]hexan-2-yl)-7-methylquinoxalin-5-yl)ethyl)amino)benzoic acid